BrC1=C(C2=CC=CC=C2C=C1)CC=O bromo-1-naphthaleneethanone